ON1[C@@H]2CC[C@H](N(C1=O)C2)C(=O)NOCCCNC(OC(C)(C)C)=O tert-Butyl {3-[({[(2S,5R)-6-hydroxy-7-oxo-1,6-diazabicyclo[3.2.1]oct-2-yl]carbonyl}amino)oxy]propyl}carbamate